C[Si](CCOC(=O)N1CC(C1)S(=O)(=O)\C=C\[C@H](C)NC(=O)OC(C)(C)C)(C)C.C(C)N1C(=CC=C1)CC=1NC=CC1 1-ethyl-2-(1-pyrrolylmethyl)pyrrole 2-trimethylsilylethyl-3-[(E,3S)-3-(tert-butoxycarbonylamino)but-1-enyl]sulfonylazetidine-1-carboxylate